3-(6-((2S,6R)-2,6-dimethylmorpholinyl)pyrimidin-4-yl)-N-((2R,4R,6S)-2,6-dimethyltetrahydro-2H-pyran-4-yl)-1H-pyrazolo[4,3-c]pyridine-4-amine C[C@H]1CN(C[C@H](O1)C)C1=CC(=NC=N1)C1=NNC2=C1C(=NC=C2)NC2C[C@H](O[C@H](C2)C)C